tetraethyl-1,2-butanediamine C(C)C(C(C(N)(CC)CC)(N)CC)C